1-(4-(2-(4-bromophenyl)-propan-2-yl)thiazol-2-yl)-3-((2-(3-hydroxypyrrolidin-1-yl)pyrimidin-5-yl)-methyl)urea BrC1=CC=C(C=C1)C(C)(C)C=1N=C(SC1)NC(=O)NCC=1C=NC(=NC1)N1CC(CC1)O